C1=C(C=CC=2C3=CC=CC=C3C3(C12)C1=CC=CC=C1C=1C=CC=CC13)C=1C=C(C=CC1)C1=CC(=CC=C1)C1=NC(=NC(=C1)C1=CC=CC=C1)C1=CC=CC=C1 4-[3'-(9,9-spirobi[9H-fluoren]-2-yl)-biphenyl-3-yl]-2,6-diphenyl-pyrimidine